ClC=1C(=NC(=NC1)NC=1C=C(C=C(C1)C1CC1)N1CCN(CC1)CCO)C1=CNC2=CC(=CC=C12)OC 2-(4-(3-((5-chloro-4-(6-methoxy-1H-indol-3-yl)pyrimidin-2-yl)amino)-5-cyclopropylphenyl)piperazine-1-yl)ethanol